FC1=CC(=CC2=C1N(N=N2)C)B(O)O (7-fluoro-1-methyl-benzotriazol-5-yl)boronic acid